5,5'-diamino-4,4'-dinitroamino-3,3'-bi-1,2,4-triazole triaminoguanidine salt NN=C(N(N)N)N.NC=1N(C(=NN1)C1=NN=C(N1N[N+](=O)[O-])N)N[N+](=O)[O-]